5'-((3-endo)-3-amino-8-azabicyclo[3.2.1]octane-8-carbonyl)-2'',3,3''-trifluoro-4''-methyl-[1,1':2',1''-terphenyl]-4-carbonitrile NC1CC2CCC(C1)N2C(=O)C2=CC=C(C(=C2)C2=CC(=C(C=C2)C#N)F)C2=C(C(=C(C=C2)C)F)F